NC=1C=C(C=C(C1)C(F)(F)F)[C@@H](C)NC1=NC(=NC2=CC(=C(C=C12)NC)C(=O)N1CCOCC1)C (R)-(4-((1-(3-amino-5-(trifluoromethyl)phenyl)ethyl)amino)-2-methyl-6-(methylamino)quinazolin-7-yl)(morpholino)methanone